2-((1R,3S)-3-hydroxycyclohexylamino)-4-(1-methylcyclobutylamino)pyrimidine-5-carboxamide O[C@@H]1C[C@@H](CCC1)NC1=NC=C(C(=N1)NC1(CCC1)C)C(=O)N